C1(CCCCC1)CCNC(CC1C(NC2=C(S1)N=CC=C2)=O)=O N-(2-cyclohexylethyl)-2-(2-oxo-2,3-dihydro-1H-pyrido[2,3-b][1,4]thiazin-3-yl)acetamide